N[C@@H]1C[C@@H](CN(C1)C)C1=CC=C(C(=O)OC)C=C1 methyl 4-[(3R,5R)-5-amino-1-methyl-3-piperidyl]benzoate